N-tert-Butylmethacrylamid C(C)(C)(C)NC(C(=C)C)=O